Cl.COC(=O)C1CCNC2(CC2)C1.C1CC12N(CCC(C2)C(=O)OC)C(=O)OC(C)(C)C 4-tert-Butyl 7-methyl 4-azaspiro[2.5]octane-4,7-dicarboxylate Methyl-4-azaspiro[2.5]octane-7-carboxylate hydrochloride